CN(C=O)CC(CC)C N-methyl-N-(2,3-dimethylpropyl)carboxamide